3,3-dihydroxy-4,4-biphenyldicarboxylic acid OC1(C=C(C=CC1(C(=O)O)C(=O)O)C1=CC=CC=C1)O